2,2',2''-(10-(4-((4-((S)-16-amino-15-oxo-2,5,8,11-tetraoxa-14-aza-nonadecane-19-amido)cyclohexyl)amino)-1-carboxy-4-oxobutyl)-1,4,7,10-tetraazacyclododecane-1,4,7-triyl)triacetic acid N[C@H](C(NCCOCCOCCOCCOC)=O)CCC(=O)NC1CCC(CC1)NC(CCC(C(=O)O)N1CCN(CCN(CCN(CC1)CC(=O)O)CC(=O)O)CC(=O)O)=O